arachidyl-CoA C(CCCCCCCCCCCCCCCCCCC)(=O)SCCNC(CCNC([C@@H](C(COP(OP(OC[C@@H]1[C@H]([C@H]([C@@H](O1)N1C=NC=2C(N)=NC=NC12)O)OP(=O)(O)O)(=O)O)(=O)O)(C)C)O)=O)=O